BrCC1=NN(C=2N(C([C@@H]([C@@H](C21)C2=CC=C(C=C2)F)NC(C2=CC(=CC=C2)C(F)(F)F)=O)=O)CC)C2=CC=CC=C2 |r| rac-N-((4R,5R)-3-(bromomethyl)-7-ethyl-4-(4-fluorophenyl)-6-oxo-1-phenyl-4,5,6,7-tetrahydro-1H-pyrazolo[3,4-b]pyridine-5-yl)-3-(trifluoromethyl)benzamide